bis[2-(sulfocarbonyloxy) ethyl] sulfone S(=O)(=O)(O)C(=O)OCCS(=O)(=O)CCOC(=O)S(=O)(=O)O